Benzyl N-[(1S)-2-[[(1S,2R,6S,7S,8R)-8-cyano-3,5-dioxo-4-azatricyclo[5.2.2.02,6]undecan-8-yl]amino]-1-(cyclopropylmethyl)-2-oxo-ethyl]carbamate C(#N)[C@@]1([C@@H]2[C@@H]3C(NC([C@@H]3[C@H](C1)CC2)=O)=O)NC([C@H](CC2CC2)NC(OCC2=CC=CC=C2)=O)=O